tert-butyl 4-(((2S)-4-cyclopropyl-2-(4-(methoxycarbonyl) phenyl) piperidin-1-yl) methyl)-5-(methoxy-d3)-7-methyl-1H-indole-1-carboxylate C1(CC1)C1C[C@H](N(CC1)CC1=C2C=CN(C2=C(C=C1OC([2H])([2H])[2H])C)C(=O)OC(C)(C)C)C1=CC=C(C=C1)C(=O)OC